OCCCNC1=NC=C(C(=N1)C1=CNC2=C(C=CC=C12)P(C)(C)=O)C(F)(F)F (3-(2-((3-hydroxypropyl)amino)-5-(trifluoromethyl)pyrimidin-4-yl)-1H-indol-7-yl)dimethylphosphine oxide